(1R,3R,5S)-8-nitroso-8-azabicyclo[3.2.1]Octane-3-ol N(=O)N1[C@H]2CC(C[C@@H]1CC2)O